(S)-N'-((2,3-bis(trifluoromethyl)-6,7-dihydro-5H-cyclopenta[b]pyridin-4-yl)carbamoyl)-1-ethyl-4-fluoro-1H-pyrazole-3-sulfonimidamide FC(C1=C(C(=C2C(=N1)CCC2)NC(=O)N=[S@@](=O)(N)C2=NN(C=C2F)CC)C(F)(F)F)(F)F